CC1=NC(=NC(=C1)C)NC(=N)NC1=CC=C(C=C1)OCCC 1-(4,6-dimethylpyrimidin-2-yl)-3-(4-propoxyphenyl)guanidine